C(C)OC(=O)C=1OC(=C(N1)N1C=CC=2C=CC=NC2C1=O)C1=CC=C(C=C1)C(F)(F)F.CC=1C=C(C(=O)NC=2C=CC=3N(C2)C(=NN3)S(=O)(=O)CC)C=CC1 3-methyl-N-(3-(ethylsulfonyl)-[1,2,4]triazolo[4,3-a]pyridin-6-yl)benzamide ethyl-4-(8-oxo-1,7-naphthyridin-7(8H)-yl)-5-(4-(trifluoromethyl)phenyl)oxazole-2-carboxylate